The molecule is a memebr of the class of pyrazoles that is 1H-pyrazole with methyl and carboxylic acid group substituents at positions 4 and 3 respectively. It has a role as a metabolite. It is a member of pyrazoles and a monocarboxylic acid. It derives from a hydride of a 1H-pyrazole. CC1=C(NN=C1)C(=O)O